Cl.NCC(=O)C1(CC1)Cl 2-amino-1-(1-chlorocyclopropyl)ethanone hydrochloride